europium-zinc ammonium phosphate P(=O)([O-])([O-])[O-].[NH4+].[Zn+2].[Eu+3].P(=O)([O-])([O-])[O-]